C(#N)[C@H](C[C@H]1C(NCC1)=O)NC(=O)[C@@H]1[C@H]2C([C@H]2CN1C(CN1CCCCC1)=O)(C)C (1R,2S,5S)-N-[(1S)-1-cyano-2-[(3S)-2-oxopyrrolidin-3-yl]ethyl]-6,6-dimethyl-3-[2-(1-piperidyl)acetyl]-3-azabicyclo[3.1.0]hexane-2-carboxamide